5-bromo-3-methyl-3,4-dihydroquinazolin-2(1H)-one BrC1=C2CN(C(NC2=CC=C1)=O)C